FC=1C(=C(C=CC1F)[C@H]1[C@@H](O[C@]([C@H]1C)(C(F)(F)F)C)C(=O)NC1=CC(=NC=C1)C(=O)N)OCCC=1N=CN(C1)C 4-((2R,3S,4S,5R)-3-(3,4-difluoro-2-(2-(1-methyl-1H-imidazol-4-yl)ethoxy)phenyl)-4,5-dimethyl-5-(trifluoromethyl)tetrahydrofuran-2-carboxamido)picolinamide